C1(CC1)C=1N=C2N(CCC(C2)C(=O)N)C1I cyclopropyl-3-iodo-5,6,7,8-tetrahydroimidazo[1,2-a]pyridine-7-carboxamide